2-(2,4-Difluoro-phenyl)-N-[(3S)-9-fluoro-2-oxo-5-phenyl-1,3-dihydro-1,4-benzo-diazepin-3-yl]-5-methylpyrazolo-[1,5-a]pyrimidine-3-carboxamide FC1=C(C=CC(=C1)F)C1=NN2C(N=C(C=C2)C)=C1C(=O)N[C@@H]1C(NC2=C(C(=N1)C1=CC=CC=C1)C=CC=C2F)=O